(9-fluorenylmethoxycarbonyl)-O-tert-butyl-L-threonine C1=CC=CC=2C3=CC=CC=C3C(C12)COC(=O)N[C@@H]([C@H](OC(C)(C)C)C)C(=O)O